2-((methyl(1-methylazetidin-3-yl)carbamoyl)oxy)-3-(((9Z,12Z)-octadeca-9,12-dienoyl)oxy)propyl (9Z,12Z,15Z)-octadeca-9,12,15-trienoate C(CCCCCCC\C=C/C\C=C/C\C=C/CC)(=O)OCC(COC(CCCCCCC\C=C/C\C=C/CCCCC)=O)OC(N(C1CN(C1)C)C)=O